N-(2-(4-(6-fluoro-4-methyl-2,3-dioxo-3,4-dihydroquinoxalin-1(2H)-yl)piperidin-1-yl)pyrimidin-5-yl)cyclopropanecarboxamide FC=1C=C2N(C(C(N(C2=CC1)C1CCN(CC1)C1=NC=C(C=N1)NC(=O)C1CC1)=O)=O)C